methyl(4-pyridylmethyl)amine CNCC1=CC=NC=C1